(1S,4aS,8aS)-1-((1-ethoxyethoxy)methyl)-5,5,8a-trimethyloctahydronaphthalen-2(1H)-one C(C)OC(C)OC[C@H]1C(CC[C@H]2C(CCC[C@]12C)(C)C)=O